FC(C1=NN=C(O1)C=1C=CC(=NC1)CN1C(C2=CC(=CC=C2C(C1=O)(C)C)N1CCN(CC1)CCC)=O)F 2-((5-(5-(difluoromethyl)-1,3,4-oxadiazole-2-yl)pyridine-2-yl)methyl)-4,4-dimethyl-7-(4-propylpiperazine-1-yl)isoquinoline-1,3(2H,4H)-dione